S1C2=C(C(=C1)C1=C(N=C(S1)NC1=C(C(=O)O)C=C(C=N1)C(F)(F)F)C(C)C)C=CC=C2 2-(5-(benzo[b]thiophen-3-yl)-4-isopropylthiazol-2-ylamino)-5-(trifluoromethyl)nicotinic acid